Cl.Cl.C(C)(C)N(C[C@H]1NCC2=CC=CC=C2C1)C(C)C diisopropyl-[(3S)-1,2,3,4-tetrahydroisoquinolin-3-ylmethyl]amine dihydrochloride